[Sm].[Y] yttrium-samarium